sodium hypophosphite salt [PH2](=O)[O-].[Na+]